(2-hydroxy-5-(4-(trifluoromethyl)phenoxy)phenyl)-1-methyl-5-oxopyrrolidine-2-carboxamide OC1=C(C=C(C=C1)OC1=CC=C(C=C1)C(F)(F)F)C1(N(C(CC1)=O)C)C(=O)N